DICYANAMIDE [N-](C#N)C#N